2-(3-(Cyclopropylmethoxy)phenyl)-4,4,5,5-tetramethyl-1,3,2-dioxaborolane C1(CC1)COC=1C=C(C=CC1)B1OC(C(O1)(C)C)(C)C